ClC1=NN(C2=CC=C(C=C12)COC1=CC(=C2C=C(COC2=C1)CN1CCCCC1)F)C1CCCC1 1-[7-(3-chloro-1-cyclopentyl-1H-indazol-5-yl-methoxy)-5-fluoro-2H-chromen-3-ylmethyl]-piperidin